FC1=CC(=CC=2N(C=NC21)CC2OCC2)C(=O)[O-] 4-fluoro-1-(oxetan-2-ylmethyl)-1H-benzo[d]imidazole-6-carboxylate